C1(CC1)C1=CC(=NN1)NC1=NC(=NC2=CC=CC=C12)C=1C=CC(=NC1)N1CC2N(C(C1)C2)CC2=CC(N(C=C2)C)=O 4-((3-(5-(4-((5-cyclopropyl-1H-pyrazol-3-yl)amino)quinazolin-2-yl)pyridin-2-yl)-3,6-diazabicyclo[3.1.1]heptan-6-yl)methyl)-1-methylpyridin-2(1H)-one